4,5-bis((benzyloxy)methyl)-2-methylthiazole C(C1=CC=CC=C1)OCC=1N=C(SC1COCC1=CC=CC=C1)C